hexyl N,N-dinonylcarbamate C(CCCCCCCC)N(C(OCCCCCC)=O)CCCCCCCCC